3-[[2-[4-[3-[1-(5-chloropyrimidin-2-yl)-4-piperidinyl]propoxy]-2-fluoro-phenyl]acetyl]amino]propionic acid ClC=1C=NC(=NC1)N1CCC(CC1)CCCOC1=CC(=C(C=C1)CC(=O)NCCC(=O)O)F